(1R)-1-phenyl-1,2-ethylene glycol C1(=CC=CC=C1)[C@H](CO)O